[Br].OC(C)C1=NC=CN1C=C 1-hydroxyethyl-3-vinyl-imidazole bromine salt